C[C@H]1NC[C@H]1NS(=O)(=O)C N-((2R,3R)-2-methylazetidine-3-yl)methanesulfonamide